C[C@H]1CC/C=C(\\CC2=C1CC(C2)(C)C)/C The molecule is a bicyclic sesquiterpene with formula C15H24 which is biosynthesised from farnesyl diphosphate by a diterpene cyclase enzyme from Dictyostelium discoideum. It is a sesquiterpene, a carbobicyclic compound and a polycyclic olefin.